Cl.Cl.CN(C1=CC=C(N=N1)C1=NC=C(C=C1O)C=1C=NNC1)C1CC(NC(C1)(C)C)(C)C 2-{6-[methyl(2,2,6,6-tetramethylpiperidin-4-yl)amino]pyridazin-3-yl}-5-(1H-pyrazol-4-yl)pyridin-3-ol dihydrochloride